3-(7-{[(4R)-8-chloro-4-ethyl-1,1-dioxido-3,4-dihydro-2H-pyrido[2,3-b][1,4,5]oxathiazepin-2-yl]methyl}-1-benzothiophen-5-yl)propanoate ClC1=CC2=C(O[C@@H](CN(S2(=O)=O)CC2=CC(=CC=3C=CSC32)CCC(=O)[O-])CC)N=C1